OC(C(=O)N[C@@H](CCOC1CC(C1)CCC1=NC=2NCCCC2C=C1)C(=O)O)C1=CC=CC=C1 N-(2-hydroxy-2-phenylacetyl)-O-(3-(2-(5,6,7,8-tetrahydro-1,8-naphthyridin-2-yl)ethyl)cyclobutyl)homoserine